O[C@@H](C)C=1N(C=CN1)CC1=NOC(=C1)C1=CC=C(C=C1)C#CC1=CC=C(CN2C(=NN=C2)C#N)C=C1 (S)-4-(4-((4-(3-((2-(1-hydroxyethyl)-1H-imidazol-1-yl)methyl)isoxazol-5-yl)phenyl)ethynyl)benzyl)-4H-1,2,4-triazole-3-carbonitrile